ClC=1N=C(C2=C(N1)C(=C(N=C2OC(C)C)Cl)F)N2CC1CCC(C2)N1C(=O)OC(C)(C)C tert-butyl 3-(2,7-dichloro-8-fluoro-5-isopropoxy-pyrido[4,3-d]pyrimidin-4-yl)-3,8-diazabicyclo[3.2.1]octane-8-carboxylate